C(C)O[Si]1(OC(COCCC1)CN1CCN(CC1)C)OCC Diethoxy-8-(4-methylpiperazinyl)methyl-1,6-dioxa-2-silacyclooctane